N,N'-bis(2-ethylhexyl)-3,7-bis(4-(2-ethylhexyl)-2-thienyl)-2,6-dioxo-1,2,5,6-tetrahydrobenzo[1,2-b:4,5-b']dipyrrole C(C)C(CN1C=2C(=C(C1=O)C=1SC=C(C1)CC(CCCC)CC)C=C1N(C(C(=C1C2)C=2SC=C(C2)CC(CCCC)CC)=O)CC(CCCC)CC)CCCC